N-(4-(2-aminoethyl)phenyl)-4-(((3R,4R)-1-(2-cyanoacetyl)-4-methylpiperidin-3-yl)(methyl)amino)-7H-pyrrolo[2,3-d]pyrimidine-7-thioamide NCCC1=CC=C(C=C1)NC(=S)N1C=CC2=C1N=CN=C2N(C)[C@H]2CN(CC[C@H]2C)C(CC#N)=O